C(\C=C\CCC=C)B1OC(CN(CC(O1)=O)C)=O (E)-2-(hepta-2,6-dien-1-yl)-6-methyl-1,3,6,2-dioxazaborocan-4,8-dione